3-bromo-6-(4-(4-fluorophenyl)-1-methyl-1H-imidazol-5-yl)quinoline BrC=1C=NC2=CC=C(C=C2C1)C1=C(N=CN1C)C1=CC=C(C=C1)F